O1CCN(CC1)CCC(=O)OCC(CCCCCC\C=C/C\C=C/CCCCCCCC(=O)[O-])CCCCCC\C=C/C\C=C/CCCCCCCC(=O)[O-] (9Z,9'Z,12Z,12'Z)-2-(((3-morpholinopropanoyl)oxy)methyl)propane-1,3-diylbis(octadeca-9,12-dienoate)